O=C1CC[C@@H](N1)C(=O)O (R)-5-oxopyrrolidine-2-carboxylic acid